ClC=1C=C2C(=NC(=NC2=CC1)NCCCO)C1=CC=CC=C1 3-[(6-chloro-4-phenylquinazolin-2-yl)amino]-1-propanol